ClC1=C(C=C(C(=O)N2CC=3C(=NN4C3C(N(CC4)C(C)C=4C=C(C=CC4)N(S(=O)(=O)C)S(=O)(=O)C)=O)C[C@H]2C)C=C1)C#N N-(3-(1-((R)-2-(4-chloro-3-cyanobenzoyl)-3-methyl-10-oxo-1,2,3,4,7,8-hexahydropyrido[4',3':3,4]pyrazolo[1,5-a]pyrazin-9(10H)-yl)ethyl)phenyl)-N-(methylsulfonyl)methanesulfonamide